N1(C=NC=C1)C=1N=C(C2=C(N1)C=CN2)C(=O)NC2CC(C2)OC 2-(1H-imidazol-1-yl)-N-((1r,3r)-3-methoxycyclobutyl)-5H-pyrrolo[3,2-d]pyrimidine-4-carboxamide